(S)-N-[(R)-[1-(4-bromopyridin-2-yl)piperidin-4-yl][4,5-dichloro-2-(prop-2-en-1-yloxy)phenyl]methyl]-2-methylpropane-2-sulfinamide BrC1=CC(=NC=C1)N1CCC(CC1)[C@@H](N[S@@](=O)C(C)(C)C)C1=C(C=C(C(=C1)Cl)Cl)OCC=C